ClC1=C(C[N+](=O)[O-])C=C(C=C1)Cl 2,5-dichloronitrotoluene